OCCN(CCCCCC(=O)N(CCCCCCCC)CCCCCCCC)CCCCCC(=O)N(CCCCCCCC)CCCCCCCC 6,6'-((2-Hydroxyethyl)Azanediyl)Bis(N,N-Dioctylhexanamide)